N1=CC(=CC=C1)C(C=C)C1=CC=NC=C1 (3-pyridinyl)-1-(4-pyridinyl)-2-propen